N-(3-ethoxy-3-oxopropyl)cyanamide C(C)OC(CCNC#N)=O